ClC=1C=C(C=CC1Cl)S(=O)(=O)CC(=O)C1=CC=C(C=C1)C1=NOC(=N1)C(F)(F)F 2-((3,4-dichlorophenyl)sulfonyl)-1-(4-(5-(trifluoromethyl)-1,2,4-oxadiazol-3-yl)phenyl)ethan-1-one